[Pd].Cl[Fe]Cl dichloro-iron palladium